beta-D-glucopyranosyl-(1-4)-beta-D-glucopyranose [C@@H]1([C@H](O)[C@@H](O)[C@H](O)[C@H](O1)CO)O[C@H]1[C@@H]([C@H]([C@H](O)O[C@@H]1CO)O)O